ClC=1C=C(OCC(=O)NC)C=C(C1CC1=CC(=C(C=C1)O)C=1C=NC=CC1)Cl 2-(3,5-dichloro-4-(4-hydroxy-3-(pyridin-3-yl)benzyl)phenoxy)-N-methylacetamide